CN1N=C(C(C1=O)(C)N(C(=O)N(C)C)O)C1=CC=C(C=C1)S(=O)(=O)C 1-(1,4-dimethyl-3-(4-(methylsulfonyl)phenyl)-5-oxo-4,5-dihydro-1H-pyrazol-4-yl)-1-hydroxy-3,3-dimethylurea